C(=O)O.C12(C(CCCC1)O2)CC2C(CCCC2)C2CCCCC2 4-epoxycyclohexylmethyl-3,4-bicyclohexane formate